2-Amino-5-Chloropyrazine NC1=NC=C(N=C1)Cl